BrC1=CC=C(N=N1)NCCC(=O)O 3-((6-bromopyridazin-3-yl)amino)propanoic acid